C(#N)C=1C=CC(=NC1)N1N=CN=C1C(C)NC(C1=CC(=CC(=C1)C(F)(F)F)C1CC1)=O N-[1-[2-(5-cyano-2-pyridyl)-1,2,4-triazol-3-yl]ethyl]-3-cyclopropyl-5-(trifluoromethyl)benzamide